benzyl (R)-2-(6-cyclopropylimidazo[1,2-a]pyridin-2-yl)-4-oxopyrrolidine-1-carboxylate C1(CC1)C=1C=CC=2N(C1)C=C(N2)[C@@H]2N(CC(C2)=O)C(=O)OCC2=CC=CC=C2